C1=CC(=CC=2C3=CC(=CC=C3NC12)N(C1=CC=CC=C1)C1=CC=CC=C1)N(C1=CC=CC=C1)C1=CC=CC=C1 (9H-carbazole-3,6-diyl)bis(N,N-diphenylamine)